N-{(S)-3-methyl-1-carbonyl-1-{{(S)-1-carbonyl-1-{{(S)-1-carbonyl-3-[(S)-2-carbonylpyrrolidin-3-yl]propan-2-yl}amino}-3-phenylpropan-2-yl}amino}pentan-2-yl}indole-2-carboxamide CC([C@@H](C(N[C@H](C(N[C@H](C=C=O)C[C@H]1C(NCC1)=C=O)=C=O)CC1=CC=CC=C1)=C=O)NC(=O)C=1NC2=CC=CC=C2C1)CC